(2S,5R)-4-((2-cyclopropylthiazol-5-yl)(4-fluorophenyl)methyl)-5-methyl-2-oxo-1,2-dihydropyrazin-6-carbonitrile C1(CC1)C=1SC(=CN1)C(N1CC(NC(=C1C)C#N)=O)C1=CC=C(C=C1)F